butyl-1,1,1,3,3-pentachloro-2-methyldisilazane C(CCC)[Si](N([Si](Cl)(Cl)Cl)C)(Cl)Cl